N-(2-(1H-pyrazol-1-yl)benzyl)-7-cyclopropyl-2-(2,6-difluorophenyl)pyrazolo[1,5-a][1,3,5]triazin-4-amine N1(N=CC=C1)C1=C(CNC2=NC(=NC=3N2N=C(C3)C3CC3)C3=C(C=CC=C3F)F)C=CC=C1